4-amino-1-methyl-N-(3-methyl-2-oxoimidazolidin-1-yl)-N-((5-(trifluoromethyl)pyridin-2-yl)methyl)-1H-pyrazolo[4,3-c]quinoline-8-carboxamide NC1=NC=2C=CC(=CC2C2=C1C=NN2C)C(=O)N(CC2=NC=C(C=C2)C(F)(F)F)N2C(N(CC2)C)=O